1-[2-({2-[(4-{13-cyano-8-ethyl-4-fluoro-9-oxo-6,8,10-triazatricyclo[9.4.0.02,7]pentadeca-1(11),2(7),3,5,12,14-hexaen-10-yl}-3,5-difluorophenyl)amino]ethyl}amino)ethyl]-3-methylurea C(#N)C1=CC=2N(C(N(C=3N=CC(=CC3C2C=C1)F)CC)=O)C1=C(C=C(C=C1F)NCCNCCNC(=O)NC)F